CP(C)OC=1C=2N=CC=NC2C=CC1NC1=NC(=NC=C1Br)NC1=C(C=C(C(=C1)C)N1CCC(CC1)N1CCNCC1)OC (6-((5-bromo-2-((2-methoxy-5-methyl-4-(4-(piperazin-1-yl)piperidin-1-yl)phenyl)amino)pyrimidin-4-yl)amino)quinoxalin-5-yl) dimethylphosphino oxide